5-(isocyanatomethyl)-3-phenylisoxazole N(=C=O)CC1=CC(=NO1)C1=CC=CC=C1